bis[3-(4-aminophenoxy)phenyl]methane ethyl-2-((2-((4-(4-methoxyphenoxy)phenyl)amino)-2-oxoethyl)thio)-1H-imidazole-4-carboxylate C(C)OC(=O)C=1N=C(NC1)SCC(=O)NC1=CC=C(C=C1)OC1=CC=C(C=C1)OC.NC1=CC=C(OC=2C=C(C=CC2)CC2=CC(=CC=C2)OC2=CC=C(C=C2)N)C=C1